C(CCCCCCCCCC)OC(CCCCCCCCCCC[SiH2]CC)=O 3-silapentadecane-15-oic acid undecyl ester